C(C)(C)(C)OC(=O)N1CCC2=NC=CC=C21 2,3-dihydro-pyrrolo[3,2-b]pyridine-1-carboxylic acid tert-butyl ester